CC1=C2C=CC=NC2=C(C=C1)C(=O)N 5-methylquinoline-8-carboxamide